N-(4-bromo-5-methylthiazol-2-yl)2-nitrobenzamide BrC=1N=C(SC1C)NC(C1=C(C=CC=C1)[N+](=O)[O-])=O